COC1=C(C=C(C=C1)OC)N1N=NC(=C1)C(=O)OC Methyl 1-(2,5-dimethoxyphenyl)-1H-1,2,3-triazole-4-carboxylate